Cl.N1CCC(CC1)S(=O)(=O)N piperidine-4-sulfonamide hydrochloride